ClC1=NN2C(C(N1C(C)C)=O)=NC=C2C=2N=CN(C2)C(C2=CC=CC=C2)(C2=CC=CC=C2)C2=CC=CC=C2 2-chloro-3-isopropyl-7-(1-trityl-1H-imidazOl-4-yl)imidazo[2,1-f][1,2,4]triazin-4(3H)-one